ClC=1C=C(SC1Br)C(CBr)=O 4-chloro-5-bromo-2-bromoacetyl-thiophene